L-2,6-di-tert-butyl-p-methylphenol C(C)(C)(C)C1=C(C(=CC(=C1)C)C(C)(C)C)O